6-{6-hydroxy-3-[2-(methoxymethoxy)phenyl]cinnolin-7-yl}-2,6-diazaspiro[3.3]heptane-2-carboxylic acid tert-butyl ester C(C)(C)(C)OC(=O)N1CC2(C1)CN(C2)C2=C(C=C1C=C(N=NC1=C2)C2=C(C=CC=C2)OCOC)O